N1C(=NC=C1)CCCN(C)CCCC=1NC=CN1 N,N-bis-(3-imidazolylpropyl)-N-methylamine